6-(4-chlorophenyl)spiro[3.5]non-6-ene ClC1=CC=C(C=C1)C=1CC2(CCC2)CCC1